C(C)(C)(C)OC(NCCCCCC(=O)N(C)C1=C(C=CC=C1)F)=O (6-((2-fluorophenyl)(methyl)amino)-6-oxohexyl)carbamic acid tert-butyl ester